Undecafluorodecanol FC(C(C(C(C(C(O)(F)F)(F)F)(F)F)(F)F)(F)F)CCCC